NCC=C=CC=1C=CC2=C(C(=CO2)C2C(NC(CC2)=O)=O)C1 3-(5-(4-aminobuta-1,2-dien-1-yl)benzofuran-3-yl)piperidine-2,6-dione